2-(4-((tert-butoxycarbonyl)amino)phenyl)-5-methylthiazole-4-carboxylic acid C(C)(C)(C)OC(=O)NC1=CC=C(C=C1)C=1SC(=C(N1)C(=O)O)C